2-(4-bromo-2,5-dimethoxy-phenyl)ethanamine BrC1=CC(=C(C=C1OC)CCN)OC